BrC1=C(C=CC=C1)C1(COCC1)C 3-(2-bromophenyl)-3-methyltetrahydrofuran